CCCCCCCC/C=C\\CCCCCCCCOC[C@H](COP(=O)(O)O)OC(=O)CCC/C=C\\C/C=C\\C/C=C\\C/C=C\\CCCCC The molecule is a 1-alkyl-2-acyl-sn-glycerol 3-phosphate in which the alkyl and the acyl groups at positions 1 and 2 are specified as 9Z-octadecenyl and arachidonoyl respectively. It derives from an arachidonic acid. It is a conjugate acid of a 1-(9Z-octadecenyl)-2-arachidonoyl-sn-glycero-3-phosphate(2-).